2-chloro-3-nitro-4-fluoro-trichloromethyl-benzene ClC1=C(C=CC(=C1[N+](=O)[O-])F)C(Cl)(Cl)Cl